IC=1C=NN2C1N=C(C=C2C2=CC=NN2C)N2CC1CCC(C2)O1 3-(3-iodo-7-(1-methyl-1H-pyrazol-5-yl)pyrazolo[1,5-a]pyrimidin-5-yl)-8-oxa-3-Azabicyclo[3.2.1]octane